CS(=O)(=O)CCC(=O)O 3-methylsulfonyl-propanoic acid